(-)-tartrate tetrahydrate O.O.O.O.C(=O)(O)C(O)C(O)C(=O)O